6-((3S,4R)-4-((R)-3-(3,5-difluorophenyl)isoxazolidine-2-carbonyl)-3-fluoropiperidin-1-yl)-N,N-dimethyl-pyrimidine-4-carboxamide FC=1C=C(C=C(C1)F)[C@@H]1N(OCC1)C(=O)[C@@H]1[C@@H](CN(CC1)C1=CC(=NC=N1)C(=O)N(C)C)F